4-((1R,3r,5S)-8-azabicyclo[3.2.1]octan-3-yl)-7-(8-ethyl-7-fluoronaphthalen-1-yl)-2-(((2R,7aS)-2-fluorohexahydro-1H-pyrrolizin-7a-yl)methoxy)-5,6,7,8-tetrahydropyrido[3,4-d]pyrimidine [C@H]12CC(C[C@H](CC1)N2)C=2C1=C(N=C(N2)OC[C@]23CCCN3C[C@@H](C2)F)CN(CC1)C1=CC=CC2=CC=C(C(=C12)CC)F